[N+](=O)([O-])C1=CC=C(CS[NH-])C=C1 p-nitrobenzylthioamide